ClC1=CNC=2N=C(N=C(C21)NCC)NC2=CC=C(C1=C2OCCO1)C(=O)N1CCOCC1 (8-((5-chloro-4-(ethylamino)-7H-pyrrolo[2,3-d]pyrimidin-2-yl)amino)-2,3-dihydrobenzo[b][1,4]dioxin-5-yl)(morpholino)methanone